(4-(1-methyl-4-(trifluoromethyl)-1H-imidazol-2-yl)bicyclo[2.2.2]octan-1-yl)methyl-4-methylbenzenesulfonate CN1C(=NC(=C1)C(F)(F)F)C12CCC(CC1)(CC2)COS(=O)(=O)C2=CC=C(C=C2)C